NCC1CC(CC(C1)CN)CN 2,4,6-triaminomethylcyclohexane